(S)-2-((R)-2-methoxy-2-phenylacetamido)-4-((2-methoxyethyl)(4-(5,6,7,8-tetrahydro-1,8-naphthyridin-2-yl)butyl)amino)butanoic acid CO[C@@H](C(=O)N[C@H](C(=O)O)CCN(CCCCC1=NC=2NCCCC2C=C1)CCOC)C1=CC=CC=C1